7-cyclopentyl-2-((5-(4-(3-((2,6-dioxopiperidin-3-yl)amino)benzyl)piperazin-1-yl)pyridin-2-yl)amino)-N,N-dimethyl-7H-pyrrolo[2,3-d]pyrimidine-6-carboxamide C1(CCCC1)N1C(=CC2=C1N=C(N=C2)NC2=NC=C(C=C2)N2CCN(CC2)CC2=CC(=CC=C2)NC2C(NC(CC2)=O)=O)C(=O)N(C)C